CC1(OC[C@H](O1)C1=NC=C(C(=C1)NC(OCC1=CC=CC=C1)=O)F)C |r| rac-benzyl N-[2-(2,2-dimethyl-1,3-dioxolan-4-yl)-5-fluoro-4-pyridyl]carbamate